C(C)OC(=O)C=1N=C2N(C(=CC=C2)N)C1 5-Aminoimidazo[1,2-a]pyridine-2-carboxylic acid ethyl ester